C(#N)C=1C=C2COC(C2=CC1)=O 5-cyano-isobenzofuran-1(3H)-one